CC1=NC2=CC=CC=C2C=C1[2H] methylquinoline-3-d1